4-(tetracenylamino)cyclohexanone C1(=CC=CC2=CC3=CC4=CC=CC=C4C=C3C=C12)NC1CCC(CC1)=O